5-(((3-Amino-2-hydroxypropyl)amino)methyl)-N-(4-((4-(4-cyano-6-methylpyrimidin-2-yl)piperazin-1-yl)sulfonyl)phenyl)-2-(N-methylmethylsulfonamido)benzamide dihydrochloride Cl.Cl.NCC(CNCC=1C=CC(=C(C(=O)NC2=CC=C(C=C2)S(=O)(=O)N2CCN(CC2)C2=NC(=CC(=N2)C#N)C)C1)N(S(=O)(=O)C)C)O